1-(trans-5-(4-chloro-3-(thiazol-2-yl)phenoxy)octa-hydrocyclopenta[c]pyrrole-2-carbonyl)-1H-pyrazole-3-carboxylic acid ClC1=C(C=C(OC2CC3C(CN(C3)C(=O)N3N=C(C=C3)C(=O)O)C2)C=C1)C=1SC=CN1